OC1(CC1)C=1C=C2C=NN(C2=CC1)C 5-(1-hydroxycyclopropyl)-N-methyl-1H-indazole